N1=CC=C(C=C1)C1=CC=C(C(=O)NC23CC4(CC(CC(C2)C4)C3)NC(OC(C)(C)C)=O)C=C1 tert-butyl (3-(4-(pyridin-4-yl)benzamido)adamantan-1-yl)carbamate